C(C=C)[N-]CCCCCCCCCCCCCCCCO N-allyl-16-hydroxyhexadecylamide